N-[(2R)-2-(difluoromethoxymethyl)-2-methyl-6-morpholino-3H-benzofuran-5-yl]pyrazolo[1,5-a]pyrimidine-3-carboxamide FC(OC[C@@]1(OC2=C(C1)C=C(C(=C2)N2CCOCC2)NC(=O)C=2C=NN1C2N=CC=C1)C)F